FC1(CN(CCC1)C1=CC2=C(CC(O2)(C)C)C=C1NC(=O)C=1C=NN2C1N=CC=C2)F N-(6-(3,3-difluoropiperidin-1-yl)-2,2-dimethyl-2,3-dihydrobenzofuran-5-yl)pyrazolo[1,5-a]pyrimidine-3-carboxamide